OC1=C(C=O)C=CC(=C1)OC=1C=NC=CC1 2-hydroxy-4-(pyridin-3-yloxy)benzaldehyde